[Ca+2].C(CCCCCCCCCCCCCCC)(=O)[O-].C(CCCCCCCCCCCCCCC)(=O)[O-] palmitic acid calcium salt